3-Hydroxy-2-aminobenzyl alcohol OC=1C(=C(CO)C=CC1)N